CC(C(=O)O)(CCCC(=O)O)C.C(CCCCC(=O)O)(=O)O adipic acid (dimethyl adipate)